C1(CC1)C=1NC(=NN1)C1CC2(CN(C2)C(=O)N2CC(C2)C2=CC=C(C=C2)C2(CC2)C2=NN=NN2)C1 [6-(5-cyclopropyl-4H-1,2,4-triazol-3-yl)-2-azaspiro[3.3]heptan-2-yl]-[3-[4-[1-(1H-tetrazol-5-yl)cyclopropyl]phenyl]azetidin-1-yl]methanone